C1(CC1)N1CCC2=C(C(C1CC)=O)C=C1C(=C2)NC(=N1)CC(=O)[O-] 2-(7-cyclopropyl-6-Ethyl-oxo-1,5,6,7,8,9-hexahydroimidazo[4',5':4,5]benzo[1,2-d]azepin-2-yl)acetate